O=C1N(C(C2=CC=CC=C12)=O)OC(=O)C1N(CC(C1)=O)C(=O)OC(C)(C)C 4-oxopyrrolidine-1,2-dicarboxylic acid 1-(tert-butyl) 2-(1,3-dioxoisoindolin-2-yl) ester